FC(C1=CC=CC(=N1)NC(=S)N)(F)F [6-(trifluoromethyl)-2-pyridyl]Thiourea